(S)-N-(methylsulfonyl)-3-(3-oxohexahydroimidazo[1,5-a]pyrazin-2(3H)-yl)bicyclo[1.1.1]pentane-1-carboxamide CS(=O)(=O)NC(=O)C12CC(C1)(C2)N2C(N1[C@@H](CNCC1)C2)=O